C(C)N(C=NC1=C(C=C(C(=C1)C(F)(F)F)OC1=C(C=CC=C1)F)C)C N-ethyl-N'-[4-(2-fluorophenoxy)-2-methyl-5-(trifluoromethyl)phenyl]-N-methylimidoformamide